[(E)-3-[6-[(1-benzyl-1,2,4-triazole-3-carbonyl)amino]-4-methyl-5-oxo-7,8-dihydro-6H-pyrazolo[1,5-a][1,3]diazepin-2-yl]allyl]methanesulfonate C(C1=CC=CC=C1)N1N=C(N=C1)C(=O)NC1C(N(C=2N(CC1)N=C(C2)/C=C/CCS(=O)(=O)[O-])C)=O